(2R)-1-{3-[(1R)-1-{[6-(dimethylphosphoryl)-2-methylpyrido[3,4-d]pyrimidin-4-yl]amino}ethyl]-2-fluorophenyl}-1,1-difluoro-3,3-dimethylbut-an-2-ol CP(=O)(C)C1=CC2=C(N=C(N=C2N[C@H](C)C=2C(=C(C=CC2)C([C@@H](C(C)(C)C)O)(F)F)F)C)C=N1